dimethyl-(2-pyridyl)silane C[SiH](C1=NC=CC=C1)C